tert-butyl 5-{4-[(1-{[4-(propan-2-yl)phenyl]carbamoyl}-D-prolyl)amino]phenyl}pyridine-2-carboxylate CC(C)C1=CC=C(C=C1)NC(=O)N1[C@H](CCC1)C(=O)NC1=CC=C(C=C1)C=1C=CC(=NC1)C(=O)OC(C)(C)C